(4-bromo-2-mercaptophenyl)methanol BrC1=CC(=C(C=C1)CO)S